COC(=O)C=1N(C=CC1)CC1=CC=C(C2=CC=CC=C12)Br 1-((4-bromonaphthalene-1-yl)methyl)-1H-pyrrole-2-carboxylic acid methyl ester